C1(=CC=CC=C1)C=1C=CC(=NC1)C(C)=O 1-(5-phenylpyridin-2-yl)ethanone